FC=1C(=CC2=C(NC(N2C)=O)C1)N1[C@H](CN(CC1)C(=O)OC(C)(C)C)C tert-butyl (3S)-4-(6-fluoro-3-methyl-2-oxo-1H-benzimidazol-5-yl)-3-methyl-piperazine-1-carboxylate